CC=1C=C(C(=CC1C)O)O 4,5-dimethyl-1,2-benzenediol